ClCC\C=C/CCCCCCCCCC(OCCC)OCCC (3Z)-1-chloro-14,14-dipropoxy-3-tetradecene